[4-[(tert-Butyldimethylsilyl)oxy]but-1-yn-1-yl]-7-(1H-pyrazol-3-yl)quinoline [Si](C)(C)(C(C)(C)C)OCCC#CC1=NC2=CC(=CC=C2C=C1)C1=NNC=C1